2-[(5-bromopentyl)oxy]oxazolidine BrCCCCCOC1OCCN1